N-[(2-{[({3-methylbicyclo[1.1.1]pentan-1-yl}methyl)amino]methyl}-1H-pyrrolo[3,2-c]pyridin-6-yl)methyl]-4-oxo-4H-pyrido[1,2-a]pyrimidine-2-carboxamide CC12CC(C1)(C2)CNCC2=CC=1C=NC(=CC1N2)CNC(=O)C=2N=C1N(C(C2)=O)C=CC=C1